6-amino-2-(but-1-en-2-yl)nicotinonitrile NC1=NC(=C(C#N)C=C1)C(=C)CC